O1CCN(CC1)C(CN1[C@H]2CC(C[C@@H]1CC2)NC(C2=CC=CC=C2)=O)=O N-((1R,3s,5S)-8-(2-morpholino-2-oxoethyl)-8-azabicyclo[3.2.1]oct-3-yl)benzamide